Cl.C1(CC1)C(C(F)(F)F)NC1=NC=NC(=C1)N N4-(1-cyclopropyl-2,2,2-trifluoro-ethyl)pyrimidine-4,6-diamine hydrochloride